ClC1=C(C=CC(=C1OC=1C(=C2C(N(C=NC2=CC1)C)=O)C)F)NS(=O)(=O)N1CC(C1)F N-(2-chloro-3-((3,5-dimethyl-4-oxo-3,4-dihydroquinazolin-6-yl)oxy)-4-fluorophenyl)-3-fluoroazetidine-1-sulfonamide